(2R)-2-(4-Fluorophenyl)-N-{4-[3-(4-fluorophenyl)-5-methyl-4-oxo-7-(2,2,2-trifluoroethyl)-4,5-dihydro-1H-pyrrolo[3,2-c]pyridin-2-yl]pyridin-2-yl}propanamid FC1=CC=C(C=C1)[C@H](C(=O)NC1=NC=CC(=C1)C1=C(C=2C(N(C=C(C2N1)CC(F)(F)F)C)=O)C1=CC=C(C=C1)F)C